FC1=CC=C(CC2=NC=CC3=C(C(=CC=C23)C)[N+](=O)[O-])C=C1 1-(4-fluorobenzyl)-6-methyl-5-nitroisoquinoline